IC1C(=O)OCCCC1 iodocaprolactone